triaminoheptadecene NC(CCCCCCCCCCCCCCC=C)(N)N